(R)-1-(1H-indazol-4-yl)-N-(2,2,2-trifluoroethyl)propan-2-amine N1N=CC2=C(C=CC=C12)C[C@@H](C)NCC(F)(F)F